N-(4-(3-amino-7-(5-methyl-1H-pyrazol-3-yl)-6-(1,1,1-trifluoropropan-2-yl)-1H-pyrazolo[4,3-c]pyridin-4-yl)benzyl)-5-fluoro-2-methoxybenzamide NC1=NNC2=C1C(=NC(=C2C2=NNC(=C2)C)C(C(F)(F)F)C)C2=CC=C(CNC(C1=C(C=CC(=C1)F)OC)=O)C=C2